BrCCCCCCOC(CCC(OCCCC\C=C/CC)OCCCC\C=C/CC)=O 4,4-bis(((Z)-oct-5-en-1-yl)oxy)butanoic acid 6-bromohexyl ester